N-(1-(2-(2,2,2-trifluoroethoxy)-ethyl)-1H-indol-5-yl)-acrylamide FC(COCCN1C=CC2=CC(=CC=C12)NC(C=C)=O)(F)F